C(#N)C1=CC=C(CNC(=O)C2=NN(C=3C(N(CCC32)CC3(CC3)S(NC=3C(=NC=CC3)OC)(=O)=O)=O)C)C=C1 N-(4-Cyanobenzyl)-6-((1-(N-(2-methoxypyridin-3-yl)sulfamoyl)cyclopropyl)methyl)-1-methyl-7-oxo-4,5,6,7-tetrahydro-1H-pyrazolo[3,4-c]pyridine-3-carboxamide